Tetraphenyl-arsonium chloride [Cl-].C1(=CC=CC=C1)[As+](C1=CC=CC=C1)(C1=CC=CC=C1)C1=CC=CC=C1